NC1=C(N=CC(=N1)N1CCC2(CC1)[C@@H](C=1C(=NC=CC1)C2)N)SC=2N=CSC2 (S)-1'-(6-amino-5-(thiazol-4-ylthio)pyrazin-2-yl)-5,7-dihydrospiro[cyclopenta[b]pyridine-6,4'-piperidin]-5-amine